[Si](C)(C)(C(C)(C)C)OCCCOC1=C(C(=NC=C1)C(C)C)N1C(N=C(C2=C1N=C(C(=C2)F)Cl)N2[C@H](CN(CC2)C(=O)O)C)=O (S)-4-(1-(4-(3-((tert-butyldimethylsilyl)oxy)propoxy)-2-isopropylpyridine-3-yl)-7-chloro-6-fluoro-2-oxo-1,2-dihydropyrido[2,3-d]Pyrimidin-4-yl)-3-methylpiperazine-1-carboxylic acid